1-methoxy-2-amino-4-((beta-hydroxyethyl)amino)benzene COC1=C(C=C(C=C1)NCCO)N